O[C@H](COC=1C=C(C=CC1)S(=O)(=O)N(C)C)CNC1COC2(C1)CCN(CC2)S(=O)(=O)C=2SC(=CC2)C2=CC=CC=C2 3-((2S)-2-hydroxy-3-(8-(5-phenylthiophen-2-ylsulfonyl)-1-oxa-8-azaspiro[4.5]dec-3-ylamino)propoxy)-N,N-dimethylbenzenesulfonamide